germanium tellurium selenium tellurium [Te].[Se].[Te].[Ge]